FC(C(=O)O)(F)F.FC=1C=C(C=C(C1)C=1C=NN(C1)C1=COC=C1)CN (3-Fluoro-5-(1-(furan-3-yl)-1H-pyrazol-4-yl)phenyl)methylamine trifluoroacetate